(1-(2-fluoro-4-iodophenyl)-2-methyl-1H-imidazol-4-yl)-N-(1-(methylsulfonyl)piperidin-4-yl)-5-(trifluoromethyl)pyrimidin-2-amine FC1=C(C=CC(=C1)I)N1C(=NC(=C1)C1=NC(=NC=C1C(F)(F)F)NC1CCN(CC1)S(=O)(=O)C)C